C1(=CC=C(C=C1)C1=NC(=NC(=N1)C1=CC=C(C=C1)C1=CC=CC=C1)C1=CC(=CC=C1)B1OC(C(O1)(C)C)(C)C)C1=CC=CC=C1 2,4-bis([1,1'-biphenyl]-4-yl)-6-[3-(4,4,5,5-tetramethyl-1,3,2-dioxaborolane-2-yl)phenyl]-1,3,5-triazine